C(=O)C(O)([C@H](N)[C@H](O)\C=C\CCCCCCCCCCCCC)C=O Dimethyl-Sphingosine